C(C)C(CCC(CC)O)CC 6-ethyl-3-octanol